3-bromo-5-(trifluoromethyl)azepan-2-one BrC1C(NCCC(C1)C(F)(F)F)=O